COC(C1=CC(=C(C=C1)Br)CC#N)=O 4-bromo-3-(cyanomethyl)benzoic acid methyl ester